C(C)(=O)OCCCCCCC\C=C/CCC (Z)-8-dodecen-yl acetate